1-(bis(4-fluorophenyl)methyl)-2-(fluoromethyl)piperazine HCl salt Cl.FC1=CC=C(C=C1)C(N1C(CNCC1)CF)C1=CC=C(C=C1)F